C(C)(C)(C)OC(=O)N1CC(N(CC1)C(C1=CC=C(C=C1)F)C1=CC=C(C=C1)F)C(=O)NNC(C)=O 3-(2-Acetylhydrazine-1-carbonyl)-4-(bis(4-fluorophenyl)methyl)piperazine-1-carboxylic acid tert-butyl ester